(S)-1-amino-2-(1-(but-2-ynoyl)pyrrolidin-2-yl)-4-(4-((4-methoxypyridin-2-yl)carbamoyl)phenyl)-1H-imidazole-5-carboxamide NN1C(=NC(=C1C(=O)N)C1=CC=C(C=C1)C(NC1=NC=CC(=C1)OC)=O)[C@H]1N(CCC1)C(C#CC)=O